Cl.C[C@@H]1CN(C[C@@H](N1)C)C=1N=CC(=NC1)NC(=O)C=1C(=NC=2N(C1)C=C(N2)C)OCC N-(5-((3R,5S)-3,5-dimethylpiperazin-1-yl)pyrazin-2-yl)-7-ethoxy-2-methylimidazo[1,2-a]pyrimidine-6-carboxamide hydrochloride